2-(1H-imidazolyl)-4-(piperazine-1-yl)pyrimidine N1(C=NC=C1)C1=NC=CC(=N1)N1CCNCC1